C(C)(C)(C)OC(=O)N1C[C@H](CC1)OC1=C(C=CC(=C1)C(F)(F)F)C=1OC2=C(C=CC=C2C(C1)=O)Cl (3S)-3-[2-(8-chloro-4-oxo-chromen-2-yl)-5-(trifluoromethyl)phenoxy]Pyrrolidine-1-carboxylic acid tert-butyl ester